Methyl 4-amino-3-(2,5-dioxaspiro[3.4]octan-7-ylamino)benzoate NC1=C(C=C(C(=O)OC)C=C1)NC1COC2(COC2)C1